C1(CC1)CN1C=C(C2=CC(=CC=C12)OC)CCNS(=O)(=O)C1=CC=CC=C1 N-(2-(1-cyclopropylmethyl-5-methoxy-1H-indol-3-yl)ethyl)benzenesulfonamide